7-(3-hydroxy-3-(trifluoromethyl)azetidin-1-yl)chroman OC1(CN(C1)C1=CC=C2CCCOC2=C1)C(F)(F)F